N-[[5-[5-(difluoromethyl)-1,3,4-oxadiazol-2-yl]-2-pyridinyl]methyl]-N-(3-fluorophenyl)-3-methylsulfanyl-azetidine-1-carboxamide FC(C1=NN=C(O1)C=1C=CC(=NC1)CN(C(=O)N1CC(C1)SC)C1=CC(=CC=C1)F)F